4-[5-(morpholine-4-carbonyl)-1H-pyrrol-3-yl]-N-[(3S)-piperidin-3-yl]-5-(trifluoromethyl)pyrimidin-2-amine N1(CCOCC1)C(=O)C1=CC(=CN1)C1=NC(=NC=C1C(F)(F)F)N[C@@H]1CNCCC1